COC1=C(C(=CC=C1)C)NS([O-])(=O)=O.[Na+] Sodium N-(2-methoxy-6-methylphenyl)sulfamate